(1R,2S,3R,5R)-3-{4-amino-5-bromo-7H-pyrrolo[2,3-d]pyrimidin-7-yl}-5-(4-{[({3-fluorobicyclo[1.1.1]pentan-1-yl}methyl)amino]methyl}phenyl)cyclopentane-1,2-diol NC=1C2=C(N=CN1)N(C=C2Br)[C@H]2[C@@H]([C@@H]([C@H](C2)C2=CC=C(C=C2)CNCC21CC(C2)(C1)F)O)O